2-(6-aminopyridin-3-yl)propanenitrile NC1=CC=C(C=N1)C(C#N)C